O[C@@]12[C@@](OC=3C=NC=C(C31)OC)([C@@H](C[C@@H]2CO)C2=CC=CC=C2)C2=CC=C(C#N)C=C2 4-((4bR,5R,7S,7aR)-4b-hydroxy-5-(hydroxymethyl)-4-methoxy-7-phenyl-4b,5,6,7-tetrahydro-7aH-cyclopenta[4,5]furo[2,3-c]pyridin-7a-yl)benzonitrile